N[C@@H]1CN(CCC1(F)F)C1=NC2=C(N1CC1=CC=C(C=N1)C#N)C=C(C=C2)C(F)(F)F 6-((2-((3R)-3-Amino-4,4-difluoro-1-piperidinyl)-6-(trifluoromethyl)-1H-benzimidazol-1-yl)methyl)-3-pyridincarbonitril